4-(3-((((1S,3S)-3-aminocyclohexyl)-methyl)amino)-1-(4-thiomorpholinophenyl)-1H-pyrazol-5-yl)-2-fluorobenzonitrile N[C@@H]1C[C@H](CCC1)CNC1=NN(C(=C1)C1=CC(=C(C#N)C=C1)F)C1=CC=C(C=C1)N1CCSCC1